FC=1C=C(C=C(C1OC)F)C12CCC(CC1)(CC2)C=O 4-(3,5-Difluoro-4-methoxyphenyl)bicyclo[2.2.2]octane-1-carbaldehyde